tert-butyl N-[(3R)-1-{4-[(3-amino-5-chloropyridin-2-yl)oxy]butyl}pyrrolidin-3-yl]carbamate NC=1C(=NC=C(C1)Cl)OCCCCN1C[C@@H](CC1)NC(OC(C)(C)C)=O